CN1CCN(CC1)/C(=C/C#N)/SC (Z)-3-(4-methylpiperazin-1-yl)-3-(methylthio)acrylonitrile